ClC1=C2C=C(NC2=CC=C1Cl)C(=O)N1CC2(CN(C2)C(C)=O)CC1 1-(6-(4,5-dichloro-1H-indole-2-carbonyl)-2,6-diazaspiro[3.4]octan-2-yl)ethan-1-one